Cl.N[C@@H]1CN(CCC1)C1=NC2=C(N1[C@H](C)C1=CC=C(C#N)C=C1)C=CC=C2 4-((R)-1-(2-((S)-3-aminopiperidin-1-yl)-1H-benzo[d]imidazol-1-yl)ethyl)benzonitrile hydrochloride